tert-butyl (2-(5-(1-ethoxyvinyl)thiazol-4-yl)-2-methoxyethyl)carbamate C(C)OC(=C)C1=C(N=CS1)C(CNC(OC(C)(C)C)=O)OC